CC1=C(C(=NC=C1)C(C)C)N1C(N=C(C2=C1N=CC=C2)N2[C@H](CN(CC2)C(C=C)=O)C)=O 1-[4-methyl-2-(propan-2-yl)pyridin-3-yl]-4-[(2S)-2-methyl-4-(prop-2-enoyl)piperazin-1-yl]pyrido[2,3-d]pyrimidin-2(1H)-one